3-(4-Fluoro-1-isopropyl-2-methyl-1H-benzo[d]imidazol-6-yl)-N-(1-(piperidin-4-yl)-1H-pyrazol-4-yl)-1H-pyrrolo[2,3-b]pyridine-5-carboxamide FC1=CC(=CC=2N(C(=NC21)C)C(C)C)C2=CNC1=NC=C(C=C12)C(=O)NC=1C=NN(C1)C1CCNCC1